1,2,3,4,5,6-hexa(3-mercaptophenyl)benzene SC=1C=C(C=CC1)C1=C(C(=C(C(=C1C1=CC(=CC=C1)S)C1=CC(=CC=C1)S)C1=CC(=CC=C1)S)C1=CC(=CC=C1)S)C1=CC(=CC=C1)S